C(C1=CC=CC=C1)OC(=O)N[C@@H](C)C(=O)OCCCC Butyl ((benzyloxy)carbonyl)-L-alaninate